(S)-N-(2-Chloro-6-fluorophenyl)-5-fluoro-4-(3-(2-hydroxypropan-2-yl)-4-methyl-1H-pyrazol-1-yl)-2-((1,1,1-trifluoropropan-2-yl)oxy)benzamide ClC1=C(C(=CC=C1)F)NC(C1=C(C=C(C(=C1)F)N1N=C(C(=C1)C)C(C)(C)O)O[C@H](C(F)(F)F)C)=O